(Z)-4-(4-hydroxyphenyl)-N-isopropylbutan-2-imine oxide OC1=CC=C(C=C1)CC\C(\C)=[N+](\C(C)C)/[O-]